C(C)(C)P(I)C(C)C diisopropyliodophosphine